C1(CC1)NC(=O)C1=NC(=C(C=C1)N1CCN(CC1)CC=1C=C2NC(C(=NC2=C(C1)F)CC)=O)C N-cyclopropyl-5-(4-((2-ethyl-8-fluoro-3-oxo-3,4-dihydroquinoxalin-6-yl)methyl)piperazin-1-yl)-6-methylpyridinecarboxamide